CN(C1=CC(=C(C=C1)OC)NC([C@@H](N(CCC)CCC)CC(C)C)=O)C1=CC(OC2=CC=CC=C12)=O 4-(N-methyl-N-(3-(N,N-dipropyl-L-leucylamino)-4-methoxyphenyl)-amino)coumarin